9-Methoxy-2,3,4,6-tetrahydro-1H-indolo[2,3-b]quinolin-11-amine COC1=CC2=C(C=C1)NC1=NC=3CCCCC3C(=C12)N